BrC1=CC=CC=2C3=CC(=CC=C3NC12)Br 1,6-dibromocarbazole